6-(4-isothiocyanatobenzyl)-3,3,9,9-tetramethyl-4,8-diazaundecane-2,10-dione dioxime N(=C=S)C1=CC=C(CC(CNC(C(C)=NO)(C)C)CNC(C(C)=NO)(C)C)C=C1